[N+](=O)([O-])C=1C(=NC=CC1)C1=NC=CC=C1[N+](=O)[O-] 3,3'-dinitro-2,2'-bipyridyl